4-((2-aminoethyl)amino)-7-chloro-6-fluoro-1-(2-isopropyl-4-methylpyridin-3-yl)pyrido[2,3-d]pyrimidin-2(1H)-one NCCNC=1C2=C(N(C(N1)=O)C=1C(=NC=CC1C)C(C)C)N=C(C(=C2)F)Cl